C=C(C(=O)OC(CC1=NN=NN1)C)CC(=O)O[C@@H](C)CCCCCC (1-(1H-tetrazol-5-yl)propan-2-yl) 4-((S)-octan-2-yl) 2-methylenesuccinate